1-(trans-2-(benzyloxy)cyclobutyl)-N-(3-chloro-5-(methylsulfonyl)phenyl)-1H-pyrazole-4-carboxamide C(C1=CC=CC=C1)O[C@H]1[C@@H](CC1)N1N=CC(=C1)C(=O)NC1=CC(=CC(=C1)S(=O)(=O)C)Cl